R-sulfonyl chloride S(=O)(=O)(Cl)Cl